C(O[C@H](C)[C@H](CC)OP(=O)(OCC1=CC=CC=C1)OCC1=CC=CC=C1)(OCCl)=O (2R,3S)-3-((bis(benzyloxy)phosphoryl)oxy)pentan-2-yl (chloromethyl) carbonate